C(=O)(OC(C)(C)C)N1CCN(CC1)C1=NC=C(C=C1)Br 4-Boc-1-(5-bromo-2-pyridyl)piperazine